tert-butyl 4-(5-((2-(2,6-dioxopiperidin-3-yl)-1-oxoisoindolin-5-yl)carbamoyl)-1H-pyrrolo[2,3-b]pyridin-1-yl)piperidine-1-carboxylate O=C1NC(CCC1N1C(C2=CC=C(C=C2C1)NC(=O)C=1C=C2C(=NC1)N(C=C2)C2CCN(CC2)C(=O)OC(C)(C)C)=O)=O